CN1CNC=2C1=NC=C(C2)C2=CC(=CC=C2)C(F)(F)F 3-methyl-6-(3-(trifluoromethyl)phenyl)-1,3-dihydro-2H-imidazo[4,5-b]Pyridine